tert-butyl (R)-(1-(4-(2-methoxyquinolin-3-yl)-1-((2-(trimethylsilyl)ethoxy)methyl)-1H-imidazol-2-yl)-2-(4-(oxazol-2-yl)-4-oxobutoxy)ethyl)carbamate COC1=NC2=CC=CC=C2C=C1C=1N=C(N(C1)COCC[Si](C)(C)C)[C@H](COCCCC(=O)C=1OC=CN1)NC(OC(C)(C)C)=O